C[N+]1=CC=C(C=C1)C1=CC=CC=C1 1-methyl-4-Phenylpyridinium